BrC1=CC=2N(C=C1)N=NC2 5-bromo-[1,2,3]triazolo[1,5-a]pyridine